[O-]S(=O)(=O)C(F)(F)F.C(C)[NH+]1CC(CC1)CCCC 1-ethyl-3-butylpyrrolidinium triflate